N=1C=CN2C1C=CC=C2C2=CC=1C(C3=CC=CC=C3C1C=C2)=O 2-(imidazo[1,2-a]pyridine-5-yl)-9H-fluoren-9-one